N-[7-benzyloxy-5-fluoro-6-(1,1,4-trioxo-1,2,5-thiadiazolidin-2-yl)-2-naphthyl]-2-[(3S)-4-[1-(2,6-dioxo-3-piperidyl)-3-methyl-2-oxo-benzimidazol-5-yl]-3-methyl-piperazin-1-yl]acetamide C(C1=CC=CC=C1)OC1=C(C(=C2C=CC(=CC2=C1)NC(CN1C[C@@H](N(CC1)C1=CC2=C(N(C(N2C)=O)C2C(NC(CC2)=O)=O)C=C1)C)=O)F)N1S(NC(C1)=O)(=O)=O